2,6-diphenyl-1-[2,6-bis(2,4,6-trimethylphenyl)phenyl]-phospha-cyclohexane C1(=CC=CC=C1)C1P(C(CCC1)C1=CC=CC=C1)C1=C(C=CC=C1C1=C(C=C(C=C1C)C)C)C1=C(C=C(C=C1C)C)C